C1(=CC=C(C=C1)N(C1=CC=C(C=C1)C1=CC=C(N(C2=CC=C(C=C2)C=C)C2=CC=C(C=C2)C)C=C1)C1=CC=C(C=C1)C=C)C N,N'-di-p-tolyl-N,N'-bis(4-vinyl-phenyl)-4,4'-benzidine